2-bromo-1-fluoro-4-(methylsulfonyl)benzene BrC1=C(C=CC(=C1)S(=O)(=O)C)F